CCCCC\C=C/CCC(CCCCCCCCCCCCCC)=O (Z)-tetracos-6-en-10-one